ClC=1C(=NC=C(C1)C(F)(F)F)OCCN 2-(3-chloro-5-trifluoromethyl-2-pyridyloxy)ethylamine